COCCCN(C)CC1=CC=C(C=C1)B(O)O (4-([(3-METHOXYPROPYL)(METHYL)AMINO]METHYL)PHENYL)BORANEDIOL